Cl.Cl.BrC=1C=CC(=NC1)C1(CC1)C(F)(F)F 5-bromo-2-[1-(trifluoromethyl)cyclopropyl]Pyridine dihydrochloride